2-[2-(aminomethyl)-3,3-difluoro-allyl]-4-[2-(4-methylsulfonylphenyl)-4-pyridyl]-1,2,4-triazol-3-one NCC(CN1N=CN(C1=O)C1=CC(=NC=C1)C1=CC=C(C=C1)S(=O)(=O)C)=C(F)F